1-(9,10-dioxo-9,10-dihydroanthracene-2-carbonyl)-N-(2-methoxyethyl)piperidine-4-sulfonamide O=C1C2=CC=CC=C2C(C=2C=CC(=CC12)C(=O)N1CCC(CC1)S(=O)(=O)NCCOC)=O